C(#N)C1=CC(=C(COC2=CC=CC(=N2)C2CCN(CC2)CC(=O)O)C=C1)F 2-(4-(6-((4-cyano-2-fluorobenzyl)oxy)pyridin-2-yl)piperidin-1-yl)acetic acid